4-((8-methoxy-5,6-dihydrobenzo[h]quinazolin-2-yl)amino)phenylbenzamide COC=1C=CC2=C(CCC=3C=NC(=NC23)NC2=CC=C(C=C2)C2=C(C(=O)N)C=CC=C2)C1